C(C)(C)N1N=C(C(=C1C)C=1C=NN2C1C=C(C=C2)C2=CC(=CO2)C(=O)OCC)C ethyl 5-[3-(1-isopropyl-3,5-dimethyl-pyrazol-4-yl) pyrazolo[1,5-a]pyridin-5-yl]furan-3-carboxylate